FC1=C(N=C(C2=C1N=C(N=C2N2C1C(CC(C2)C1)O)SC)OC)C1=CC(=CC2=CC=C(C(=C12)C#C[Si](C(C)C)(C(C)C)C(C)C)F)OCOC 2-(8-fluoro-7-(7-fluoro-3-(methoxy-methoxy)-8-((triisopropylsilyl)ethynyl)naphthalene-1-yl)-5-Methoxy-2-(methylthio)pyrido[4,3-d]pyrimidin-4-yl)-2-azabicyclo[2.2.1]heptan-6-ol